(3-chloropropyl)-triethylammonium bromide [Br-].ClCCC[N+](CC)(CC)CC